(S)-2-((4-chloro-2-fluorobenzyl)oxy)-7-((3-chloro-7-(oxetan-2-ylmethyl)-7H-imidazo[4,5-c]pyridazin-6-yl)methyl)-3-(trifluoromethyl)-5,6,7,8-tetrahydro-1,7-naphthyridine ClC1=CC(=C(COC2=NC=3CN(CCC3C=C2C(F)(F)F)CC2=NC3=C(N=NC(=C3)Cl)N2C[C@H]2OCC2)C=C1)F